FC(C)(F)C1=NC(=CC(=N1)N1CC2(C=3C=NC(=CC31)NC(C)=O)CC2)C=2C=NN(C2)CC(F)(F)F N-(1'-(2-(1,1-difluoroethyl)-6-(1-(2,2,2-trifluoroethyl)-1H-pyrazol-4-yl)pyrimidin-4-yl)-1',2'-dihydrospiro[cyclopropane-1,3'-pyrrolo[3,2-c]pyridin]-6'-yl)acetamide